(S)-3-(((4-((2-(hydroxymethyl)pyrrolidin-1-yl)methyl)-7-((2-methyl-[1,1'-biphenyl]-3-yl)methoxy)-2,3-dihydro-1H-inden-5-yl)oxy)methyl)benzonitrile OC[C@H]1N(CCC1)CC1=C2CCCC2=C(C=C1OCC=1C=C(C#N)C=CC1)OCC=1C(=C(C=CC1)C1=CC=CC=C1)C